N1N=CC=CC1 1,6-dihydro-pyridazin